CN1C(C(=C(C2=CC=C(C=C12)O[C@H]1COCC1)N1CCC(CC1)C=1OC2=C(N1)C=C(C=C2)C)C#N)=O 1-methyl-4-[4-(5-methyl-1,3-benzoxazol-2-yl)piperidin-1-yl]-2-oxo-7-{[(3R)-oxolan-3-yl]oxy}-1,2-dihydroquinoline-3-carbonitrile